7-((1S,4s)-4-(1-cyclopropyl-3-(trifluoromethyl)-1H-pyrazol-5-yl)cyclohexyl)-2-thia-7-azaspiro[3.5]nonane 2,2-dioxide C1(CC1)N1N=C(C=C1C1CCC(CC1)N1CCC2(CS(C2)(=O)=O)CC1)C(F)(F)F